tert-butyl (6-chloroimidazo[1,2-b]pyridazin-8-yl)glycinate ClC=1C=C(C=2N(N1)C=CN2)NCC(=O)OC(C)(C)C